(R)-2-(5-Fluoropyridin-2-yl)-7-methoxy-7-methyl-3-(1H-pyrazolo[3,4-b]pyridin-4-yl)-7,8-dihydro-4H,6H-pyrazolo[5,1-c][1,4]oxazepine FC=1C=CC(=NC1)C1=NN2C(COC[C@](C2)(C)OC)=C1C1=C2C(=NC=C1)NN=C2